C(C)(=O)[CH2+] acetyl-carbenium